C(C)OC(C)O[C@H]1C(C(CC=C1C)C)C (6S)-6-(1-ethoxyethoxy)-1,4,5-trimethyl-cyclohexene